1-(bicyclo[1.1.1]pentan-1-yl)-3-(5-cyclopropyl-4-iodoisoxazol-3-yl)-1H-pyrazolo[3,4-d]pyrimidin-4-amine C12(CC(C1)C2)N2N=C(C=1C2=NC=NC1N)C1=NOC(=C1I)C1CC1